ClC1=NN=C2N1C1=CC=CC=C1C(=N2)N(C=2C=C(C=CC2)C2=CC=C(C=C2)C2(CC2)C(F)(F)F)C chloro-N-methyl-N-(4'-(1-(trifluoromethyl)cyclopropyl)-[1,1'-biphenyl]-3-yl)-[1,2,4]triazolo[4,3-a]quinazolin-5-amine